tert-butyl [(3R,5R)-5-fluoropiperidin-3-yl]carbamate F[C@@H]1C[C@H](CNC1)NC(OC(C)(C)C)=O